2-(Diphenylphosphino)ethyl-triethoxysilane C1(=CC=CC=C1)P(CC[Si](OCC)(OCC)OCC)C1=CC=CC=C1